[N+](=O)([O-])C=C(N)N nitroethene-1,1-diamine